(S)-3-(6-chloro-2-(1H-indazol-6-yl)-1H-benzo[d]imidazol-1-yl)-4,4-dimethylvaleric acid methyl ester COC(C[C@@H](C(C)(C)C)N1C(=NC2=C1C=C(C=C2)Cl)C2=CC=C1C=NNC1=C2)=O